CC1=CC=C(C=C1)CN1C(CCC1=O)CC(=O)OCC1CC1 cyclopropylmethyl 2-[1-[(4-methylphenyl)methyl]-5-oxopyrrolidin-2-yl]acetat